N-[3-(diethylamino)propyl]-2-[1-[(2,3-difluorophenyl)methyl]-5-oxopyrrolidin-2-yl]acetamide C(C)N(CCCNC(CC1N(C(CC1)=O)CC1=C(C(=CC=C1)F)F)=O)CC